CC12C(=O)OC(C1CCCC2)=O Methylhexahydrophthalic anhydrid